Ethyl 6-(4,4-difluoropiperidin-1-yl)picolinate FC1(CCN(CC1)C1=CC=CC(=N1)C(=O)OCC)F